(8R,9aS)-rel-8-(2-chloro-6-hydroxy-3-methylphenyl)-3-((3R)-hydroxymethyl)-hexahydro-2H-pyrido[1,2-a]pyrazine-1,4-dione ClC1=C(C(=CC=C1C)O)[C@H]1C[C@@H]2N(C([C@H](NC2=O)CO)=O)CC1 |o1:14|